ClC1=C(COC2=CC=CC(=N2)C2CCN(CC2)CC2=NC3=C(N2C[C@H]2OCC2)C=C(C=C3)C(=O)O)C=CC(=C1)C1COC1 (S)-2-((4-(6-((2-chloro-4-(oxetane-3-yl)benzyl)oxy)pyridin-2-yl)piperidine-1-yl)methyl)-1-(oxetan-2-ylmethyl)-1H-benzo[d]imidazole-6-carboxylic acid